ClC1=C(C(=O)NCC2=CC(=C(C=C2)OC)F)C(=CC=C1[N+](=O)[O-])Cl 2,6-dichloro-N-(3-fluoro-4-methoxybenzyl)-3-nitrobenzamide